C12CN(CC(CC1)N2)C=2C1=C(N=C(N2)OC[C@H]2N(CCC2)C)CN(CC1)C1=CC(=CC2=CC=CC=C12)O 4-(4-(3,8-diazabicyclo[3.2.1]octan-3-yl)-2-(((S)-1-methylpyrrolidin-2-yl)methoxy)-5,8-dihydropyrido[3,4-d]pyrimidin-7(6H)-yl)naphthalen-2-ol